(4-(4-hydroxybutyl)piperazine-2,6-diyl)bis(butane-4,1-diyl) bis(2-heptylnonanoate) C(CCCCCC)C(C(=O)OCCCCC1NC(CN(C1)CCCCO)CCCCOC(C(CCCCCCC)CCCCCCC)=O)CCCCCCC